C(C)(C)(C)OC(=O)N1C(CCCC1)C(F)(F)S(=O)(=O)C1=CC(=NN1C)C1CC1 (((3-cyclopropyl-1-methyl-1H-pyrazol-5-yl)sulfonyl)difluoromethyl)piperidine-1-carboxylic acid tert-butyl ester